5-(3-methylbutyl)-2H-pyrazolo[3,4-b]pyridin CC(CCC1=CC=2C(N=C1)=NNC2)C